C1(CC1)[C@]1(C(N(C[C@H]1C)C1=NC(=CC2=C1SC=N2)C=2C=NN(C2)C(F)F)=O)C#N (3R,4S)-3-Cyclopropyl-1-(6-(1-(difluoromethyl)-1H-pyrazol-4-yl)thiazolo[5,4-c]pyridin-4-yl)-4-methyl-2-oxopyrrolidine-3-carbonitrile